ClC=1C(=C(C=CC1Cl)NC1=NC=NC2=CC(=C(C=C12)OC1CCC(CC1)CN1C(CN(CC1C)C=1C=C2C(N(C(C2=CC1F)=O)C1C(NC(CC1)=O)=O)=O)C)OC)F 5-(4-((4-((4-((3,4-dichloro-2-fluorophenyl)amino)-7-methoxyquinazolin-6-yl)oxy)cyclohexyl)methyl)-3,5-dimethylpiperazin-1-yl)-2-(2,6-dioxopiperidin-3-yl)-6-fluoroisoindoline-1,3-dione